methyl 4-((benzyloxy) methyl)-2-oxopiperidine-4-carboxylate C(C1=CC=CC=C1)OCC1(CC(NCC1)=O)C(=O)OC